CC(C(C)=O)(C)C dimethyl-2-butanone